C(C)(C)(C)OC(=O)N1CC(CC1)C(=O)Cl tert-butyl-3-(chlorocarbonyl)-pyrrolidine-1-carboxylate